C1CC(C2=CC=CC=C2C1)N (+)-1,2,3,4-tetrahydro-1-naphthylamine